(R)-6-(2-fluoro-1-(pyridin-3-yl)ethoxy)-N-(5-methoxy-1H-pyrazol-3-yl)pyrazin-2-amine FC[C@H](OC1=CN=CC(=N1)NC1=NNC(=C1)OC)C=1C=NC=CC1